C(N)(OC[C@@H](C1=CC=C(C=C1)S(=O)(=O)CC)NC(C1=CC=C(C=C1)N1[C@@H](C[C@@H](C1)OC1=NC=C(C=C1)N1N=CC=N1)COC(F)F)=O)=O (R)-2-(4-((2S,4S)-4-((5-(2H-1,2,3-triazol-2-yl)pyridine-2-yl)oxy)-2-((difluoromethoxy)methyl)pyrrolidin-1-yl)benzoylamino)-2-(4-(ethylsulfonyl)phenyl)ethyl carbamate